N-({5-fluoro-6-[(2-methyl-2H-1,2,3-triazol-4-yl)methoxy]-2-indolyl}methyl)1-methylcyclopropanecarboxamide FC=1C=C2C=C(NC2=CC1OCC1=NN(N=C1)C)CNC(=O)C1(CC1)C